methyl trans-4-[[6-(2-methoxyethoxy)pyrrolo[3,2-b]pyridin-1-yl]methyl]cyclohexanecarboxylate COCCOC=1C=C2C(=NC1)C=CN2C[C@@H]2CC[C@H](CC2)C(=O)OC